2-(((1r,4r)-4-(((3-chloro-4-fluorophenyl)(phenyl)carbamoyloxy)methyl)cyclohexyl)methoxy)acetic acid ClC=1C=C(C=CC1F)N(C(=O)OCC1CCC(CC1)COCC(=O)O)C1=CC=CC=C1